2-({[5-(3-Chlorophenyl)-1,3-oxazol-2-yl]methyl}sulfanyl)-6-(trifluoromethyl)pyrimidin-4-amin ClC=1C=C(C=CC1)C1=CN=C(O1)CSC1=NC(=CC(=N1)N)C(F)(F)F